C(NC(=O)C=1N=NC(=CC1)NC1=NC=NC(=C1)C)([2H])([2H])[2H] N-(2H3)methyl-6-[(6-methylpyrimidin-4-yl)amino]pyridazine-3-carboxamide